6-Chloro-3-((1-((R)-4,4-difluoro-3-phenylbutyryl)-4-hydroxypiperidin-4-yl)methyl)-7-(4-((S)-morpholin-3-yl)phenyl)-3,7-dihydro-4H-pyrrolo[2,3-d]pyrimidin-4-one ClC1=CC2=C(N=CN(C2=O)CC2(CCN(CC2)C(C[C@@H](C(F)F)C2=CC=CC=C2)=O)O)N1C1=CC=C(C=C1)[C@@H]1NCCOC1